NC(C(=O)NC1CC(NC(C1)(C)C)(C)C)C Amino-N-(2,2,6,6-tetramethyl-4-piperidyl)propionamide